BrC1=CC=C2C(=NN(C2=C1)C)N1C(N(C(CC1)=O)CC1=CC=C(C=C1)OC)=O 1-(6-bromo-1-methyl-1H-indazol-3-yl)-3-(4-methoxybenzyl)dihydropyrimidine-2,4(1H,3H)-dione